C(C)(C)OC([C@@](CC(=C)C)(C1=CC=C(C=C1)C=1C=NN(C1)C(F)F)N)=O (R)-2-amino-2-(4-(1-(difluoromethyl)-1H-pyrazol-4-yl)phenyl)-4-methylpent-4-enoic acid isopropyl ester